BrC=1N=CC=2N(C1)C(=CN2)C2=NC=CC(=N2)N2[C@H]([C@@H](OCC2)C=2C=NNC2)C Trans-4-(2-(6-Bromoimidazo[1,2-a]pyrazin-3-yl)pyrimidin-4-yl)-3-methyl-2-(1H-pyrazol-4-yl)morpholine